FC(C(F)F)(F)OCCCC n-butyl 1,1,2,2-tetrafluoroethyl ether